ClC=1C=CC(=NC1)[C@@]1(OC2=C(O1)C=CC=C2C2CCN(CC2)CC2=NC1=C(N2C[C@H]2OCC2)C(=CC(=C1)C(NO)=N)F)C 2-((4-((S)-2-(5-chloropyridin-2-yl)-2-methylbenzo[d][1,3]dioxol-4-yl)piperidin-1-yl)methyl)-7-fluoro-N-hydroxy-1-(((S)-oxetan-2-yl)methyl)-1H-benzo[d]imidazole-5-carboximidamide